C(=O)O.N1=CC=CC2=CC=C(C=C12)N quinolin-7-amine formic acid salt